FC(C1=NN=C(O1)C1=CC=2N(C=C1)C=C(N2)CN(C(=O)N2CCN(CC2)C(CC)=O)C2=CC(=CC=C2)F)F N-((7-(5-(difluoromethyl)-1,3,4-oxadiazol-2-yl)imidazo[1,2-a]pyridin-2-yl)methyl)-N-(3-fluorophenyl)-4-propionylpiperazine-1-carboxamide